3-((tert-butoxycarbonyl)amino)adamantan-1-yl methanesulfonate CS(=O)(=O)OC12CC3(CC(CC(C1)C3)C2)NC(=O)OC(C)(C)C